BrC=1C(=CC(=C(C1)S(=O)(=O)NC=1C(=C(C(=O)NC)C=C(C1)C1(CCC1)C#N)O)OC)F 3-((5-bromo-4-fluoro-2-methoxyphenyl)sulfonamido)-5-(1-cyanocyclobutyl)-2-hydroxy-N-methylbenzamide